C(C)(=O)OC1=CC=C(C=C1)CC(C1=CC=C(C=C1)C)=O 4-(2-Oxo-2-(p-tolyl)ethyl)phenyl acetate